C(#N)C1=CC=C(C(=O)NC2=C(C(=CC=C2)C(NC2=C(C=C(C=C2Br)C(C(F)(F)F)(C(F)(F)F)F)Br)=O)F)C=C1 4-cyano-N-(3-(2,6-dibromo-4-(perfluoropropan-2-yl)phenylcarbamoyl)-2-fluorophenyl)benzamide